C12CN(CC(C1)C2)C(=O)C=2C=CC(=NC2)N(C2=CC=1N(C=C2)C(N(N1)C)=O)C1CC1 7-((5-(3-azabicyclo[3.1.1]heptane-3-carbonyl)pyridin-2-yl)(cyclopropyl)amino)-2-methyl-[1,2,4]triazolo[4,3-a]pyridin-3(2H)-one